FC1=C(C=C2NC(C=3N(C2=C1)N=CC3C)=O)CN3CCC(=CC3)C=3C=NC(=CC3)C(=O)NC 1'-((8-fluoro-3-methyl-4-oxo-4,5-dihydropyrazolo[1,5-a]quinoxalin-7-yl)methyl)-N-methyl-1',2',3',6'-tetrahydro-[3,4'-bipyridine]-6-carboxamide